C(C=C)(=O)[Co].[Co].[Fe] iron-cobalt alloyl-cobalt